7-chloro-3-(2,6-dichloro-3,5-dimethoxyphenyl)-N-(2,2,2-trifluoroethyl)-2,6-naphthyridine-1-amine ClC1=NC=C2C=C(N=C(C2=C1)NCC(F)(F)F)C1=C(C(=CC(=C1Cl)OC)OC)Cl